C(C)(C)NC1=NC(=CC2=C1N=C(N=C2)NC2CCC(CC2)O)C2COC2 (1r,4r)-4-((8-(isopropylamino)-6-(oxetan-3-yl)pyrido[3,4-d]pyrimidin-2-yl)amino)cyclohexan-1-ol